CC(C#CC)(O[Si](OC(C#CC)(C)C)(OC(C#CC)(C)C)CCCCCC[Si](O)(OC(C#CC)(C)C)OC(C#CC)(C)C)C tris(1,1-dimethyl-2-butynoxy)silyl-6-[bis(1,1-dimethyl-2-butynoxy)hydroxysilyl]hexane